CN1N=C2[C@@H](N(CCC2=C1C1=CC(=C(C(=C1)F)F)F)C(=O)C1=CC=CC=2N(C(OC21)=O)C)C 7-[(7S)-2,7-dimethyl-3-(3,4,5-trifluorophenyl)-5,7-dihydro-4H-pyrazolo[3,4-c]pyridine-6-carbonyl]-3-methyl-1,3-benzoxazol-2-one